1-{[(3-bromo-4,5-dichloro-2-thienyl)carbonyl]Amino}cyclopropanecarboxylic acid ethyl ester C(C)OC(=O)C1(CC1)NC(=O)C=1SC(=C(C1Br)Cl)Cl